2,4-dichlorophenylthiophenol ClC1=C(C=CC(=C1)Cl)C1=C(C=CC=C1)S